N-(2-(tert-butylamino)-2-oxo-1-(pyridin-3-yl)ethyl)-N-(4-(p-tolyloxy)phenyl)thiazole-5-carboxamide C(C)(C)(C)NC(C(C=1C=NC=CC1)N(C(=O)C1=CN=CS1)C1=CC=C(C=C1)OC1=CC=C(C=C1)C)=O